N1C=CC2=CC(=CC=C12)C=1C=C2CCN=CC2=CC1 6-(1H-indol-5-yl)-3,4-dihydro-isoquinoline